C1(CC1)S(=O)(=O)N[C@H](C(F)F)C1=CN(C2=CC(=C(C=C12)F)C1=C(C=C(C=C1)F)C(F)(F)F)C1CN(C1)C(=O)OC(C)(C)C tert-butyl (S)-3-(3-(1-(cyclopropanesulfonamido)-2,2-difluoroethyl)-5-fluoro-6-(4-fluoro-2-(trifluoromethyl)phenyl)-1H-indol-1-yl)azetidine-1-carboxylate